C(C)(C)(C)P(C(C)(C)C)C(C)(C)C tri(tert-butyl)phosphine